(3R)-2-hydroxy-3-(2-((1-methylethyl)sulfonamido)-2-(4-phosphonophenyl)acetamido)-3,4-dihydro-2H-benzo[e][1,2]oxaborinine-8-carboxylic acid OB1OC2=C(C[C@@H]1NC(C(C1=CC=C(C=C1)P(=O)(O)O)NS(=O)(=O)C(C)C)=O)C=CC=C2C(=O)O